(S)-2-Amino-N-(2-ethynylthiazol-4-yl)-3-phenylpropanamide N[C@H](C(=O)NC=1N=C(SC1)C#C)CC1=CC=CC=C1